(2S,4R)-1-{2-[5-(acetamidomethyl)-1,3,4-oxadiazol-2-yl]acetyl}-4-fluoro-N-[(S)-phenyl[4-(propan-2-yl)phenyl]methyl]pyrrolidine-2-carboxamide C(C)(=O)NCC1=NN=C(O1)CC(=O)N1[C@@H](C[C@H](C1)F)C(=O)N[C@H](C1=CC=C(C=C1)C(C)C)C1=CC=CC=C1